tert-Butyl N-{2-[(4-bromophenyl)sulfamoyl]ethyl}carbamate BrC1=CC=C(C=C1)NS(=O)(=O)CCNC(OC(C)(C)C)=O